N-{4-[(7RS)-3-anilino-5,7-dimethyl-4-oxo-4,5,6,7-tetrahydro-1H-pyrrolo[3,2-c]pyridin-2-yl]pyridin-2-yl}-2-(4-fluorophenyl)propenamide N(C1=CC=CC=C1)C1=C(NC2=C1C(N(C[C@H]2C)C)=O)C2=CC(=NC=C2)NC(C(=C)C2=CC=C(C=C2)F)=O |r|